2-fluoro-N-(6-fluoro-8-methyl-1-isoquinolyl)-4-[1-(2-methoxyethyl)triazol-4-yl]-N-[(3R)-3-piperidyl]benzamide FC1=C(C(=O)N([C@H]2CNCCC2)C2=NC=CC3=CC(=CC(=C23)C)F)C=CC(=C1)C=1N=NN(C1)CCOC